(3R,4S)-4-(dimethylamino)-3-fluoropiperidine-1-carboxylic acid tert-butyl ester C(C)(C)(C)OC(=O)N1C[C@H]([C@H](CC1)N(C)C)F